2-(1-methyl-4-nitro-pyrazol-3-yl)acetaldehyde CN1N=C(C(=C1)[N+](=O)[O-])CC=O